FC1(CCN(CC1)C1N=CC2=C(N1CC1=C(C=CC=C1)C(F)(F)F)N=CC=C2)F 2-(4,4-difluoropiperidin-1-yl)-N-(2-(trifluoromethyl)benzyl)pyrido[2,3-d]pyrimidin